methyl 2-(2-(4,6-bis(trifluoromethyl)-1,3,5-triazin-2-yl)-6-chloro-2,3,4,9-tetrahydro-1H-pyrido[3,4-b]indol-1-yl)acetate FC(C1=NC(=NC(=N1)C(F)(F)F)N1C(C=2NC3=CC=C(C=C3C2CC1)Cl)CC(=O)OC)(F)F